C(#N)C1=CC2=C(N(C(N=C2N2[C@H](CN(CC2)C(=O)OC(C)(C)C)C)=O)C=2C(=NC=CC2C)C(C)C)N=C1C1=C(C=CC(=C1)C)F tert-butyl (S)-4-(6-cyano-7-(2-fluoro-5-methylphenyl)-1-(2-isopropyl-4-methylpyridin-3-yl)-2-oxo-1,2-dihydropyrido[2,3-d]pyrimidin-4-yl)-3-methylpiperazine-1-carboxylate